ClC1=CSC2=C1NC(=C2)C(=O)N2[C@H]1CC([C@@H]([C@@H]2C(=O)N[C@@H](C[C@H]2C(NCCC2)=O)C#N)CC1)(F)F (1R,3R,4R)-2-(3-chloro-4H-thieno[3,2-b]pyrrole-5-carbonyl)-N-[(1S)-1-cyano-2-[(3S)-2-oxo-3-piperidyl]ethyl]-5,5-difluoro-2-azabicyclo[2.2.2]octane-3-carboxamide